N-(3-chloro-4-(trifluoromethyl)phenyl)-2-phenyl-6,7,8,9-tetrahydro-5H-5,8-epiminocyclohepta[d]pyrimidine-10-carboxamide ClC=1C=C(C=CC1C(F)(F)F)NC(=O)N1C2CCC1CC=1N=C(N=CC12)C1=CC=CC=C1